CC=1C=NC=CC1N1CCN(CC1)CC=1NC2=CC=CC=C2C1 2-[[4-(3-methyl-4-pyridinyl)piperazin-1-yl]methyl]-1H-indole